phenyl(methyl-d3)(fluorophenyl)pyridine C1(=CC=CC=C1)C1=C(C(=NC=C1)C1=C(C=CC=C1)F)C([2H])([2H])[2H]